O1NCC12CCCC2 oxa-2-azaspiro[3.4]octan